C(CCCCC)OC(\C=C/C(=O)OCCCCCC)=O (Z)-but-2-enedioic acid dihexyl ester